4-bromo-2-(methylsulfinyl)pyridine BrC1=CC(=NC=C1)S(=O)C